C(C)(=O)OCCC1=CC(=C(C=C1)OC(C)C)OC (4-Isopropoxy-3-methoxy-phenyl)-ethyl acetate